FC(C(=O)O)(F)F.ClC1=C(C=CC(=C1NC=1C(=C2C(N(C=NC2=CC1)C)=O)C#N)F)NS(=O)(=O)N1CCCC1 N-(2-chloro-3-((5-cyano-3-methyl-4-oxo-3,4-dihydroquinazolin-6-yl)amino)-4-fluorophenyl)Pyrrolidine-1-sulfonamide trifluoroacetate salt